C(#N)C1=C(C=C(C=C1)C(F)(F)F)NC(=O)[C@]12[C@H]3C[C@@H]([C@@H]([C@@]2(C1)C1=CC(=NC=C1)F)O3)O |r| rac-(1r,2r,4s,5r,6s)-N-(2-cyano-5-(trifluoromethyl)phenyl)-4-(2-fluoropyridin-4-yl)-6-hydroxy-8-oxatricyclo[3.2.1.02,4]octane-2-carboxamide